2-cyclobutaneamine C1C(CC1)N